[Cl-].CCC(=O)CC propione chloride